C(C)(C)(C=1OCC(N1)C(C)(C)C)C=1OCC(N1)C(C)(C)C isopropylidenebis(4-tert-butyl-2-oxazoline)